3-[5-Chloro-3-methyl-2-oxo-4-(4-piperidyl)benzimidazol-1-yl]piperidine-2,6-dione ClC1=C(C2=C(N(C(N2C)=O)C2C(NC(CC2)=O)=O)C=C1)C1CCNCC1